4-amino-1-[(2R)-6-amino-2-[[2-[[(2R)-2-[[(2R)-2-amino-3-phenyl-propanoyl]amino]-3-phenyl-propanoyl]amino]-4,4,4-trifluoro-butanoyl]amino]hexanoyl]piperidine-4-carboxylic acid NC1(CCN(CC1)C([C@@H](CCCCN)NC(C(CC(F)(F)F)NC([C@@H](CC1=CC=CC=C1)NC([C@@H](CC1=CC=CC=C1)N)=O)=O)=O)=O)C(=O)O